3-(4-Chloro-5-iodo-7H-pyrrolo[2,3-d]pyrimidin-7-yl)benzonitrile ClC=1C2=C(N=CN1)N(C=C2I)C=2C=C(C#N)C=CC2